FC1=CC=C(C(=O)CCCC2N(CCCC2)C2(CCNCC2)C(=O)N)C=C1 [3-(p-fluorobenzoyl)propyl]-[1,4'-bipiperidine]-4'-carboxamide